N-[5-(4-{[4-(Acetylamino)cyclohexyl]amino}-6-phenylfuro[2,3-d]pyrimidin-5-yl)-2-{[2-(dimethylamino)ethyl](methyl)amino}phenyl]prop-2-enamide C(C)(=O)NC1CCC(CC1)NC=1C2=C(N=CN1)OC(=C2C=2C=CC(=C(C2)NC(C=C)=O)N(C)CCN(C)C)C2=CC=CC=C2